NC1=C(C=C(C(=O)NCC2=CC(=C(C(=C2)OC)OC)OC)C=C1)C(C)(C)O 4-amino-3-(2-hydroxypropan-2-yl)-N-(3,4,5-trimethoxybenzyl)benzamide